benzyl ((S)-((S)-2,2-difluoro-1-((2S,3S,5R)-5-(5-fluoro-2,4-dioxo-3,4-dihydropyrimidin-1(2H)-yl)-3-hydroxytetrahydrofuran-2-yl)ethoxy)(phenoxy)phosphoryl)-L-alaninate FC([C@@H](O[P@](=O)(OC1=CC=CC=C1)N[C@@H](C)C(=O)OCC1=CC=CC=C1)[C@H]1O[C@H](C[C@@H]1O)N1C(NC(C(=C1)F)=O)=O)F